N-cyclopropyl-2-({3-[(E)-2-{4-[2-(pyrrolidin-1-yl)ethyl]pyridin-2-yl}vinyl]-1H-indazol-6-yl}thio)benzamide C1(CC1)NC(C1=C(C=CC=C1)SC1=CC=C2C(=NNC2=C1)\C=C\C1=NC=CC(=C1)CCN1CCCC1)=O